2-ethyl-1,4,5-trimethylimidazole C(C)C=1N(C(=C(N1)C)C)C